(R)-1-(3-(2-methylpyridin-4-yl)-1H-pyrazolo[3,4-b]pyridin-5-yl)-3-(1-phenylethyl)urea CC1=NC=CC(=C1)C1=NNC2=NC=C(C=C21)NC(=O)N[C@H](C)C2=CC=CC=C2